ClC1=CC=C2C=CN(C2=C1)CC1=CC=C(C=C1)C1=NOC(=N1)C(F)(F)F 3-[4-[(6-chloroindol-1-yl)methyl]phenyl]-5-(trifluoromethyl)-1,2,4-oxadiazole